4-[4-(2-aminoethyl)phenyl]Piperazine-1-carboxylic acid tert-butyl ester C(C)(C)(C)OC(=O)N1CCN(CC1)C1=CC=C(C=C1)CCN